CC1=NC(=CC=C1O[C@@H]1C[C@H](CCC1)C(=O)O)C=1N=NN(C1CNC1=NC=CC(=N1)C1=NC=CC=C1)C (1S,3S)-3-((2-methyl-6-(1-methyl-5-(((4-(pyridin-2-yl)pyrimidin-2-yl)amino)methyl)-1H-1,2,3-triazol-4-yl)pyridin-3-yl)oxy)cyclohexanecarboxylic acid